1-(2-(1H-imidazol-1-yl)ethyl)-3-(3-((4-fluorophenyl)ethynyl)-4-(pyridin-4-yl)phenyl)urea N1(C=NC=C1)CCNC(=O)NC1=CC(=C(C=C1)C1=CC=NC=C1)C#CC1=CC=C(C=C1)F